11-((2-(Dimethylamino)ethoxy)imino)-9-nitropyrido[2',3':4,5]pyrimido[1,2-a]indol-5(11H)-on CN(CCON=C1C=2N(C=3C=CC(=CC13)[N+](=O)[O-])C(C1=C(N2)N=CC=C1)=O)C